C(=O)C(C)[C@H]1CC[C@H]2[C@@H]3CCC4=CC(CC[C@]4(C)[C@H]3CC[C@]12C)=O 20-formyl-pregn-4-en-3-one